[Br-].C(CCCCC)[N+](C)(C)C hexyl-Trimethyl-Ammonium Bromide